tert-butyl (S)-13-((2S,4R)-4-hydroxy-2-(((S)-1-(4-(4-meth-ylthiazol-5-yl) phenyl) ethyl) carbamoyl) pyrrolidine-1-carbonyl)-14,14-di-methyl-11-oxo-3,6,9-trioxa-12-azapentadecanoate O[C@@H]1C[C@H](N(C1)C(=O)[C@@H](NC(COCCOCCOCC(=O)OC(C)(C)C)=O)C(C)(C)C)C(N[C@@H](C)C1=CC=C(C=C1)C1=C(N=CS1)C)=O